6-bromo-4-[3,3-difluoro-4-[2-(1-piperidinyl)ethoxy]pyrrolidin-1-yl]thieno[2,3-d]pyrimidine BrC1=CC2=C(N=CN=C2N2CC(C(C2)OCCN2CCCCC2)(F)F)S1